2-fluoro-N-(3-fluorophenyl)aniline FC1=C(NC2=CC(=CC=C2)F)C=CC=C1